FC1=C(C=O)C=CC(=N1)OCC1=C(C=NC=C1)F 2-Fluoro-6-((3-fluoropyridin-4-yl)methoxy)nicotinaldehyde